Cl.NCC1=CC(=C(C=C1F)S(=O)(=O)N)F 4-(aminomethyl)-2,5-difluorobenzenesulfonamide HCl